C(C)(C)(C)OC(=O)NC1=NC2=CC(=C(C=C2C=N1)Cl)N1CCN(CC1)C(=O)OC(C)(C)C tert-butyl 4-(2-((tert-butoxycarbonyl)amino)-6-chloroquinazolin-7-yl)piperazine-1-carboxylate